6-chloronicotinyl chloride hydrochloride Cl.ClC1=NC=C(CCl)C=C1